ribosylarginine C1([C@H](O)[C@H](O)[C@H](O1)CO)N[C@@H](CCCNC(N)=N)C(=O)O